C(#N)C=1C=CC(=C2C=CC=NC12)N1CC(CC(C1)C(F)(F)F)NC(CCC(=O)N1CCN(CC1)C)=O N-[1-(8-Cyano-quinolin-5-yl)-5-trifluoromethyl-piperidin-3-yl]-4-(4-methyl-piperazin-1-yl)-4-oxo-butyramide